OC(CC)C1=CC=C(C=C1)C(C#N)(C)C 2-(4-(1-hydroxypropyl)phenyl)-2-methylpropanenitrile